C(C1=CC=CC=C1)ON[C@@H](CCCCN)C(=O)O (epsilone)-benzyloxy-L-lysine